C(C)(C)(C)OC(=O)N1CCN(CC1)C=1C=CC2=C(C=C(O2)C(=O)OCC)C1 4-(2-ethoxycarbonyl-benzofuran-5-yl)-piperazine-1-carboxylic acid tert-butyl ester